C(C)(C)N(C(C)C)P(OCC1=CC=CC=C1)N(C(C)C)C(C)C Bis(diisopropylamino)-benzyloxyphosphine